ClC=1C=CC2=C(N=C(O2)C2CC3(CC(C3)NC(=O)C=3OC(=CC3)[S@](=O)(=N)C)C2)C1 (Ra)-N-[6-(5-chloro-1,3-benzoxazol-2-yl)spiro[3.3]heptan-2-yl]-5-[(S)-methylsulfonimidoyl]furan-2-carboxamide